C(CCCCCCCCCCCCCCCCCCCCCCCCC)(=O)N[C@@H](C(O)[C@H]1[C@H](O)[C@@H](O)[C@H](O)[C@H](O1)CO)[C@H](O)CCCCCCCCCCCCCCC N-(hexacosanoyl)-1-beta-glucosyl-sphinganine